ClC1=CC=C(C=C1)[C@H](C(=O)N1CCN([C@@H]2C[C@H]12)C=1C2=C(N=CN1)NC(C[C@H]2C)=O)CNC2CC2 (R)-4-((1R,6S)-5-((S)-2-(4-chlorophenyl)-3-(cyclopropylamino)propanoyl)-2,5-diazabicyclo[4.1.0]hept-2-yl)-5-methyl-5,8-dihydropyrido[2,3-d]pyrimidin-7(6H)-one